3-chloro-5-((1-((5-(2-fluoro-3-methoxyphenyl)-6-oxo-1,6-dihydropyridazin-3-yl)methyl)-6-oxo-4-(trifluoromethyl)-1,6-dihydropyrimidin-5-yl)oxy)benzonitrile ClC=1C=C(C#N)C=C(C1)OC1=C(N=CN(C1=O)CC1=NNC(C(=C1)C1=C(C(=CC=C1)OC)F)=O)C(F)(F)F